C(C)(C)(C)OC(=O)N1[C@@H](CC(C1)=CC)C(=O)O 1-(tert-butoxycarbonyl)-4-ethylidene-L-proline